4-[[5-(4-chlorophenoxy)-4-ethyl-3-pyridinyl]methyl]-3-fluoro-N-(methylsulfamoyl)pyridin-2-amine ClC1=CC=C(OC=2C(=C(C=NC2)CC2=C(C(=NC=C2)NS(NC)(=O)=O)F)CC)C=C1